5-(3-{[4-(3-{4-chloro-3-ethyl-1H-pyrrolo[2,3-b]pyridin-3-yl}phenyl)-3-oxopiperazin-1-yl]methyl}azetidin-1-yl)-2-(2,6-dioxopiperidin-3-yl)isoindole-1,3-dione ClC1=C2C(=NC=C1)NCC2(CC)C=2C=C(C=CC2)N2C(CN(CC2)CC2CN(C2)C=2C=C1C(N(C(C1=CC2)=O)C2C(NC(CC2)=O)=O)=O)=O